Kalium Gluconate O=C([C@H](O)[C@@H](O)[C@H](O)[C@H](O)CO)[O-].[K+]